Bromo-4-Chloro-3-Indolyl Phosphate P(=O)(OC1=C(NC2=CC=CC(=C12)Cl)Br)([O-])[O-]